NC1=NC=C(C=C1C1=C(C=C(C=C1)NC(=O)C=1C(N(C(=C(C1)C1CC1)C#N)C1=CC=C(C=C1)F)=O)F)C=1C=NN(C1)CC N-(4-(2-amino-5-(1-ethyl-1H-pyrazol-4-yl)pyridin-3-yl)-3-fluorophenyl)-6-cyano-5-cyclopropyl-1-(4-fluorophenyl)-2-oxo-1,2-dihydropyridine-3-carboxamide